copper iminodisuccinate N(C(C(=O)[O-])CC(=O)[O-])C(C(=O)[O-])CC(=O)[O-].[Cu+2].[Cu+2]